C(C)(C)(C)C1=CC=C(C=C1)C=1SC=C(N1)C(=O)OCC Ethyl 2-(4-(tert-butyl)phenyl)thiazole-4-carboxylate